NC1=NN(C=C1C=1C=C2CCNC(C2=CC1)=O)C1=CC2=C(OC(CN2C(C#C)=O)(C)C)C=C1 6-(3-amino-1-(2,2-dimethyl-4-propioloyl-3,4-dihydro-2H-benzo[b][1,4]oxazin-6-yl)-1H-pyrazol-4-yl)-3,4-dihydroisoquinolin-1(2H)-one